dimethylolethane tris(2-mercaptopropionate) SC(C(=O)O)C.SC(C(=O)O)C.SC(C(=O)O)C.C(O)C(C)CO